C(C)(C)C1C(CC(CC1)(C)C)C=O 2-isopropyl-5,5-dimethylcyclohexane-1-carbaldehyde